C(C)(C)C1=C(C=CC=C1)[C@H]1N(CCC1)C1CC2(C1)CCN(CC2)C2=CC=C(C(=O)O)C=C2 4-(2-((S)-2-(2-isopropylphenyl)pyrrolidin-1-yl)-7-azaspiro[3.5]non-7-yl)benzoic acid